Ethyl 2-(8-(methoxymethyl)-5-oxothieno[3',2':4,5]pyrrolo[1,2-d][1,2,4]triazin-6(5H)-yl)acetate COCC1=NN(C(C=2N1C1=C(C2)C=CS1)=O)CC(=O)OCC